6-(4-{[trans-4-{[4-(pentafluoro-λ6-sulfanyl)phenyl]Amino}cyclohexyl]sulfonyl}phenyl)-3H,4H-pyrrolo[2,1-f][1,2,4]triazin-4-one FS(C1=CC=C(C=C1)N[C@@H]1CC[C@H](CC1)S(=O)(=O)C1=CC=C(C=C1)C=1C=C2C(NC=NN2C1)=O)(F)(F)(F)F